1-({(5S,7S)-3-[(5-chloro-1-benzothien-3-yl)methyl]-2-oxo-1-oxa-3-azaspiro[4.5]dec-7-yl}methyl)-1H-benzimidazole-6-carbonitrile ClC=1C=CC2=C(C(=CS2)CN2C(O[C@]3(C2)C[C@H](CCC3)CN3C=NC2=C3C=C(C=C2)C#N)=O)C1